FC(CN1C(=NC=2C1=NC(=CC2)C2=CNC=1N=C(N=CC12)NC1CC(C1)(C)N1C(CCC1)=O)C)F 1-((1r,3r)-3-((5-(3-(2,2-difluoroethyl)-2-methyl-3H-imidazo[4,5-b]pyridin-5-yl)-7H-pyrrolo[2,3-d]pyrimidin-2-yl)amino)-1-methylcyclobutyl)pyrrolidin-2-one